S1N=C(C2=C1C=CC=C2)C(=O)NC=2C=C(C=C1C(N(C(C21)C2=C(C=CC=C2)C)CC2=CC=C(C=C2)OC)=O)C(=O)OC Methyl 7-(1,2-benzothiazole-3-amido)-2-[(4-methoxyphenyl)methyl]-1-(2-methylphenyl)-3-oxo-2,3-dihydro-1H-isoindole-5-carboxylate